N-[[4-(5-methyl-3-phenylisoxazol-4-yl)phenyl]sulfonyl]propanamide CC1=C(C(=NO1)C1=CC=CC=C1)C1=CC=C(C=C1)S(=O)(=O)NC(CC)=O